octa(4-methoxyphenyl)-9,9'-spirobi[fluorene] COC1=CC=C(C=C1)C=1C(=C(C(=C2C=3C(=C(C(=C(C3C3(C12)C1=CC=CC=C1C=1C=CC=CC13)C1=CC=C(C=C1)OC)C1=CC=C(C=C1)OC)C1=CC=C(C=C1)OC)C1=CC=C(C=C1)OC)C1=CC=C(C=C1)OC)C1=CC=C(C=C1)OC)C1=CC=C(C=C1)OC